N-(4-(6-ethoxypyrazin-2-yl)phenyl)-2-methyl-2-(2-(methylsulfonamido)thiazol-4-yl)propanamide C(C)OC1=CN=CC(=N1)C1=CC=C(C=C1)NC(C(C)(C=1N=C(SC1)NS(=O)(=O)C)C)=O